C(CCCCCCC\C=C/CCCCCCCC)(=O)OCC(CN(C)C)OC(CCCCCCC\C=C/CCCCCCCC)=O [3-(dimethylamino)-2-[(Z)-octadec-9-enoyl]oxypropyl] (Z)-octadec-9-enoate